FC1=C2C3=C(NC2=C(C=C1F)NC)N=CC(=C3N3CC(CCC3)N(C)CCOC)C=3C=C1C(C(=CN(C1=NC3)C)C(=O)O)=O 6-[5,6-difluoro-4-[3-[2-methoxyethyl-(methyl)amino]-1-piperidinyl]-8-(methylamino)-9H-pyrido[2,3-b]indol-3-yl]-1-methyl-4-oxo-1,8-naphthyridine-3-carboxylic acid